4-(2-(3-(benzo[d]thiazol-6-yl)benzoylamino)-1-phenyl-1H-imidazol-4-yl)butanoic acid methyl ester COC(CCCC=1N=C(N(C1)C1=CC=CC=C1)NC(C1=CC(=CC=C1)C1=CC2=C(N=CS2)C=C1)=O)=O